5-[(Cyclopropylmethyl)sulfonyl]-N-[4-(1,1,1,3,3,3-hexafluoro-2-hydroxypropan-2-yl)phenyl]-2-(tetrahydrofuran-2-ylcarbonyl)-2,3-dihydro-1H-isoindol-1-carboxamid C1(CC1)CS(=O)(=O)C=1C=C2CN(C(C2=CC1)C(=O)NC1=CC=C(C=C1)C(C(F)(F)F)(C(F)(F)F)O)C(=O)C1OCCC1